C(=O)C1=CC(=NC2=CC(=CC=C12)OC)C1=CC=C(C=C1)NC(C)=O N-(4-(4-formyl-7-methoxyquinolin-2-yl)phenyl)acetamide